6-((4-bromophenoxy)methyl)-1,4-dioxane-2-carbaldehyde BrC1=CC=C(OCC2COCC(O2)C=O)C=C1